ethyl 5-(diethoxymethyl)-1-(2,4-difluorophenyl)pyrazole-4-carboxylate C(C)OC(C1=C(C=NN1C1=C(C=C(C=C1)F)F)C(=O)OCC)OCC